1-(3-chlorophenyl)-3-(3-(3-(piperazin-1-yl)quinoxaline-6-carbonyl)phenyl)urea ClC=1C=C(C=CC1)NC(=O)NC1=CC(=CC=C1)C(=O)C=1C=C2N=C(C=NC2=CC1)N1CCNCC1